1-[1-[[4-(5-chloro-3-thienyl)-3-fluoro-phenyl]methyl]-4-(cyanomethyl)-4-piperidyl]-3-(cyclopropanecarbonylamino)pyrazole-4-carboxamide ClC1=CC(=CS1)C1=C(C=C(C=C1)CN1CCC(CC1)(CC#N)N1N=C(C(=C1)C(=O)N)NC(=O)C1CC1)F